tert-butyl (S)-3-((2-(2-cyano-4,4-difluoropyrrolidin-1-yl)-2-oxoethyl)carbamoyl)-5,8-dihydro-1,7-naphthyridine-7(6H)-carboxylate C(#N)[C@H]1N(CC(C1)(F)F)C(CNC(=O)C=1C=NC=2CN(CCC2C1)C(=O)OC(C)(C)C)=O